3-[4-(4-methylthiazol-5-yl)phenyl]Propionic acid CC=1N=CSC1C1=CC=C(C=C1)CCC(=O)O